4-(3,7-diazabicyclo[4.2.0]octan-3-yl)phenol C12CN(CCC2NC1)C1=CC=C(C=C1)O